ClC=1C=C2C=3C(=NC(N(C3C1)C=1C(=NC=CC1)C)=O)N(C2)C 7-chloro-4-methyl-1-(2-methylpyridin-3-yl)-4,5-dihydropyrrolo[2,3,4-de]quinazolin-2(1H)-one